FC=1C(=CC(=C(C(=O)O)C1)O)N(C(=O)[C@@H]1N(CC1)S(=O)(=O)C1=C(C(=C(C(=C1F)F)F)F)F)CC1=CC=C(C=C1)C(C)C (R)-5-Fluoro-2-hydroxy-4-(N-(4-isopropylbenzyl)-1-((perfluorophenyl)sulfonyl)azetidine-2-carboxamido)benzoic acid